[5-[4-[[(3S,4R)-3-fluoro-1-methyl-4-piperidyl]amino]-1-(2,2,2-trifluoroethyl)indol-2-yl]-3-thienyl]methanol F[C@H]1CN(CC[C@H]1NC1=C2C=C(N(C2=CC=C1)CC(F)(F)F)C1=CC(=CS1)CO)C